C(CCC#C)#N pentane-4-ynenitrile